NC1=CC(=C(C(=N1)C1=C(C=C2C(=NC=NC2=C1F)N1C(CN(CC1)C(C=C)=O)C)Cl)C(F)(F)F)C 1-(4-(7-(6-amino-4-methyl-3-(trifluoromethyl)pyridin-2-yl)-6-chloro-8-fluoroquinazolin-4-yl)-3-methylpiperazin-1-yl)prop-2-en-1-one